3-((5-(5-(difluoromethyl)-1,3,4-oxadiazole-2-yl)pyridine-2-yl)methyl)-1-methyl-7-(pyridine-4-yl)quinazoline-2,4(1H,3H)-dione FC(C1=NN=C(O1)C=1C=CC(=NC1)CN1C(N(C2=CC(=CC=C2C1=O)C1=CC=NC=C1)C)=O)F